C(=O)N[C@@H](CCSC)C(=O)N[C@@H](CC(C)C)C(=O)N[C@@H](CC1=CC=CC=C1)C(=O)O formylmethionyl-leucyl-phenylalanine